tert-butyl 4-(2-chloro-4-(isopropylamino)-5-nitro-1-((2-(trimethylsilyl)ethoxy)methyl)-1H-pyrrolo[2,3-b]pyridin-3-yl)-3,6-dihydropyridine-1(2H)-carboxylate ClC1=C(C=2C(=NC=C(C2NC(C)C)[N+](=O)[O-])N1COCC[Si](C)(C)C)C=1CCN(CC1)C(=O)OC(C)(C)C